(M)-3-chloro-4-((3,5-difluoropyridin-2-yl)methoxy)-2'-(2-(2-hydroxypropan-2-yl)-5-methylpyrimidin-4-yl)-5',6-dimethyl-2H-[1,4'-bipyridin]-2-one ClC=1C(N(C(=CC1OCC1=NC=C(C=C1F)F)C)C1=CC(=NC=C1C)C1=NC(=NC=C1C)C(C)(C)O)=O